CN(C)C=C1C(NC(CC1)=O)=O 3-((dimethylamino)methylene)piperidine-2,6-dione